Methyl (1S,4aS,10aR)-6-(dibenzylamino)-1,4a-dimethyl-1,2,3,4,4a,9,10,10a-octahydrophenanthrene-1-carboxylate C(C1=CC=CC=C1)N(C=1C=C2[C@]3(CCC[C@@]([C@@H]3CCC2=CC1)(C(=O)OC)C)C)CC1=CC=CC=C1